NC1=NC2=CC=C(C=C2C=C1)C(=O)NCC1=CC=C2C=C(NC2=C1)CNCC1CCC1 2-Amino-N-((2-(((cyclobutylmethyl)amino)methyl)-1H-indol-6-yl)methyl)quinoline-6-carboxamide